O=C1NC(CCC1N1C(C2=CC=C(C=C2C1)SCCCCCCCN1CCN(CC1)C1CCN(CC1)C1=NC=C(C(=O)N2CCC(CC2)CCCCNC(\C=C\C=2C=NC=CC2)=O)C=C1)=O)=O (E)-N-(4-(1-(6-(4-(4-(7-((2-(2,6-dioxopiperidin-3-yl)-1-oxoisoindolin-5-yl)thio)heptyl)piperazin-1-yl)piperidin-1-yl)nicotinoyl)piperidin-4-yl)butyl)-3-(pyridin-3-yl)acrylamide